OC1=CC(=C2C(=C(C(OC2=C1C=O)=O)CC(=O)N1CCN(CC1)C)C)OCCOC 7-hydroxy-5-(2-methoxyethoxy)-4-methyl-3-(2-(4-methylpiperazin-1-yl)-2-oxoethyl)-2-oxo-2H-chromene-8-carbaldehyde